CC1(N(CCC1)CCNC(=O)C=1C=C(C(=NC1)C)C=1N2C(SC1C1=NN(N=C1)C)=C(C=N2)C(=O)N)C (5-((2-(2,2-dimethylpyrrolidin-1-yl)ethyl)carbamoyl)-2-methylpyridin-3-yl)-2-(2-methyl-2H-1,2,3-triazol-4-yl)pyrazolo[5,1-b]thiazole-7-carboxamide